CN(C(=O)C=1C(NC=C(C1)C(=O)N)=O)[C@@H]1[C@H](C1)C N-methyl-N-((1S,2S)-2-Methylcyclopropyl)-2-oxo-1,2-dihydropyridine-3,5-dicarboxamide